CC1=NC(=C2C(=N1)N1C(C(=C2)C(=O)OC)=NC=N1)N[C@H](C)C1=CC(=CC(=C1)C(F)(F)F)[N+](=O)[O-] methyl (R)-8-methyl-6-((1-(3-nitro-5-(trifluoromethyl)phenyl)ethyl)amino)-[1,2,4]triazolo[1',5':1,6]pyrido[2,3-d]pyrimidine-4-carboxylate